methyl 3-(benzyloxy)-5-((3-chloro-2,4-difluorobenzyl)carbamoyl)-4-oxo-4H-pyran-2-carboxylate C(C1=CC=CC=C1)OC1=C(OC=C(C1=O)C(NCC1=C(C(=C(C=C1)F)Cl)F)=O)C(=O)OC